Pentanoic acid {2-chloro-4-[(5-chloro-thiophen-2-ylmethyl)-(methyl)amino]-phenyl}-amide ClC1=C(C=CC(=C1)N(C)CC=1SC(=CC1)Cl)NC(CCCC)=O